C(C(=C)C)(=O)OCCCCCCCCCCCCCC(C)C Isohexadecyl methacrylate